(S)-2-((5-(3-(dimethylamino)pyrrolidine-1-carbonyl)-1H-indazol-3-yl)ethynyl)-N-methylbenzamide CN([C@@H]1CN(CC1)C(=O)C=1C=C2C(=NNC2=CC1)C#CC1=C(C(=O)NC)C=CC=C1)C